N-cyclopropyl-4-morpholino-2-(4-phenylpyrazol-1-yl)furo[3,2-d]pyrimidine-6-carboxamide C1(CC1)NC(=O)C1=CC=2N=C(N=C(C2O1)N1CCOCC1)N1N=CC(=C1)C1=CC=CC=C1